4,4-bis(((Z)-dec-4-en-1-yl)oxy)butanoic acid C(CC\C=C/CCCCC)OC(CCC(=O)O)OCCC\C=C/CCCCC